tert-Butyl (S)-2-((2-(diethoxyphosphoryl)ethoxy)methyl)pyrrolidine-1-carboxylate C(C)OP(=O)(OCC)CCOC[C@H]1N(CCC1)C(=O)OC(C)(C)C